C(=O)(O)C(CC(=O)O)N[C@@H](CC(=O)O)C(=O)O |r| N-(1,2-dicarboxyethyl)-D,L-aspartic acid